C(C)(C)(C)[S@](=O)N[C@@H](CCCC1OCCO1)[C@]1(CN(CC1)C(=O)[O-])C (3R)-3-[(1S)-1-[[(S)-tert-butylsulfinyl]amino]-4-(1,3-dioxolan-2-yl) butyl]-3-methyl-pyrrolidine-1-carboxylate